(2-Cyclopropylpyridin-4-yl)-5-Nitro-1H-pyrrolo[2,3-b]pyridine C1(CC1)C1=NC=CC(=C1)N1C=CC=2C1=NC=C(C2)[N+](=O)[O-]